4H-pyrazolo[4,3-b]indole-7-carboxylic acid N1=NC=C2NC3=CC=C(CC3=C21)C(=O)O